O1N=C(C2=C1C=CC=C2)C2=C(C=C(C=C2)OC)[C@H](CC2=NC=CC=C2)N[S@@](=O)C(C)(C)C (S)-N-{(S)-1-[2-(benzo[d]isoxazol-3-yl)-5-methoxyphenyl]-2-(pyridine-2-yl)ethyl}-2-methylpropane-2-sulfinamide